(1R,2R,3R)-N-[7-chloro-6-[4-((3S,4S)-4-fluoro-3-methyl-tetrahydrofuran-3-yl)piperazin-1-yl]-3-isoquinolyl]-2-methyl-3-(1-methylpyrazol-4-yl)cyclopropanecarboxamide ClC1=C(C=C2C=C(N=CC2=C1)NC(=O)[C@@H]1[C@@H]([C@H]1C=1C=NN(C1)C)C)N1CCN(CC1)[C@]1(COC[C@H]1F)C